2-(((1r,2r,4r)-4-((5-chloropyrimidin-2-yl)amino)-2-hydroxycyclopentyl)amino)-N,N-dimethyl-benzo[d]thiazole-6-carboxamide ClC=1C=NC(=NC1)N[C@H]1C[C@H]([C@@H](C1)NC=1SC2=C(N1)C=CC(=C2)C(=O)N(C)C)O